OC1=C(C=CC(=C1)OC1OCCCC1)C(\C=C\C1=CC=C(C=C1)SC)=O (E)-1-[2-Hydroxy-4-(oxan-2-yloxy)phenyl]-3-(4-methylsulfanylphenyl)prop-2-en-1-one